(R)-N1-cyclopropyl-N2-(5-(2-(2,5-difluorophenyl)pyrrolidin-1-yl)pyrazolo[1,5-a]pyrimidin-3-yl)oxalamide C1(CC1)NC(C(=O)NC=1C=NN2C1N=C(C=C2)N2[C@H](CCC2)C2=C(C=CC(=C2)F)F)=O